O=C1CN(CC(C1)C1=CC=CC=C1)C(=O)OC(C)(C)C tert-butyl 3-oxo-5-phenyl-piperidine-1-carboxylate